ClC=1C=C(N)C(=CC1C)S(=O)(=O)O 3-Chloro-p-toluidine-6-sulfonic acid